CN(\C=C(/C=O)\C)C (2Z)-3-(dimethylamino)-2-methylprop-2-enal